5-methyl-N-[2-(4-morpholinyl)-2-(2-thienyl)ethyl][1,2,4]triazolo[1,5-a]pyrimidin-7-amine CC1=NC=2N(C(=C1)NCC(C=1SC=CC1)N1CCOCC1)N=CN2